COC1=CC=2N(C=C1C(C)(C)O)C(=CN2)C2=NC(=CC=C2)N[C@H]2[C@@H](NC2)C 2-(7-methoxy-3-(6-(((2S,3R)-2-methylazetidin-3-yl)amino)pyridin-2-yl)imidazo[1,2-a]pyridin-6-yl)propan-2-ol